6-chloro-1-(cyclohexylmethyl)-1H-pyrazolo[3,4-d]pyrimidine ClC1=NC=C2C(=N1)N(N=C2)CC2CCCCC2